FC(C=1C=CC(=NC1)NC=1C(=NC=CN1)N1CCN(CC1)C(C=C)=O)F 1-(4-(3-((5-(difluoromethyl)pyridin-2-yl)amino)pyrazin-2-yl)piperazin-1-yl)prop-2-en-1-one